6-(2,4-dimethylpyrazol-3-yl)-N-[2-[2-(tetrahydropyran-3-ylmethyl)-3,3a,4,5,6,6a-hexahydro-1H-cyclopenta[c]pyrrol-4-yl]ethyl]pyridazin-3-amine CN1N=CC(=C1C1=CC=C(N=N1)NCCC1CCC2CN(CC21)CC2COCCC2)C